C=1N=CN2C1C1=CC=CC=C1[C@H]2[C@@H]2[C@@H](C1=CC=CC=C1CC2)O (1S,2R)-2-((R)-5H-imidazo[5,1-a]isoindol-5-yl)-1,2,3,4-tetrahydronaphthalen-1-ol